2-cyclopropylethyl (4-nitro-phenyl) carbonate C(OCCC1CC1)(OC1=CC=C(C=C1)[N+](=O)[O-])=O